3,3,3-trifluoro-2-methylpropionic acid FC(C(C(=O)O)C)(F)F